ClC=1C(=C(C=CC1)I)Br chloro-2-bromo-1-iodobenzene